C1(CC1)CN1C(=CC2=CC(=CC(=C12)C1CCN(CC1)C(COC)=O)F)C1=NN2C(C(=CC(=C2)C(=O)OC)OC)=C1C methyl 2-(1-(cyclopropylmethyl)-5-fluoro-7-(1-(2-methoxyacetyl) piperidin-4-yl)-1H-indol-2-yl)-4-methoxy-3-methylpyrazolo[1,5-a]pyridine-6-carboxylate